CN(CCC1(C(C=C(C=C1)NC=1N=C(C2=C(N1)NC=C2)C2=CN(C1=CC=CC=C21)C)[N+](=O)[O-])NCC)C 1-(2-(dimethylamino)ethyl)-N1-ethyl-N4-(4-(1-methyl-1H-indol-3-yl)-7H-pyrrolo[2,3-d]pyrimidin-2-yl)-2-nitrobenzene-1,4-diamine